phenyl-bromocoumarin C1(=CC=CC=C1)C1=C(C(OC2=CC=CC=C12)=O)Br